N-(1-propyl-3-cyano-1H-indol-5-yl)pyridineamide C(CC)N1C=C(C2=CC(=CC=C12)NC(=O)C1=NC=CC=C1)C#N